(S)-5,6-dichloro-2-oxospiro[indoline-3,3'-pyrrolidine]-1'-sulfonamide ClC=1C=C2C(=CC1Cl)NC([C@]21CN(CC1)S(=O)(=O)N)=O